NC1=C(C=C(C(=O)[O-])C=C1)O 4-amino-3-hydroxybenzoate